N=1C=NN2C1C=C(C=C2)OC2=C(C=C(C=C2)NC2=NC=NN1C2=C(C=C1)C1CCN(CCC1)C(C=C)=O)C 1-(4-(4-((4-([1,2,4]triazolo[1,5-a]pyridin-7-yloxy)-3-methylphenyl)amino)pyrrolo[2,1-f][1,2,4]triazin-5-yl)azepan-1-yl)prop-2-en-1-one